(S)-(4-(6-fluoroquinolin-4-yl)piperazin-1-yl)(pyrrolidin-3-yl)methanone FC=1C=C2C(=CC=NC2=CC1)N1CCN(CC1)C(=O)[C@@H]1CNCC1